3-(azidomethyl)-1-phenylpyrrolidin-2-one N(=[N+]=[N-])CC1C(N(CC1)C1=CC=CC=C1)=O